N,N'-di-[4-(p-propoxybenzenesulfonyloxy)phenyl]urea C(CC)OC1=CC=C(C=C1)S(=O)(=O)OC1=CC=C(C=C1)NC(=O)NC1=CC=C(C=C1)OS(=O)(=O)C1=CC=C(C=C1)OCCC